COC=1C=C(C(=NC1)C)CCNC(OC(C)(C)C)=O tert-butyl (2-(5-methoxy-2-methylpyridin-3-yl)ethyl)carbamate